N-(4-(8-Ethyl-2-(((3S,5S)-5-fluoropiperidin-3-yl)amino)quinazolin-6-yl)-3-fluorophenyl)-1-phenylmethanesulfonamide Formate C(=O)O.C(C)C=1C=C(C=C2C=NC(=NC12)N[C@@H]1CNC[C@H](C1)F)C1=C(C=C(C=C1)NS(=O)(=O)CC1=CC=CC=C1)F